4-(Benzo[d][1,3]dioxol-5-ylmethyl)-3-oxo-3,4-dihydro-2H-benzo[b][1,4]thiazine-6-carboxylic acid methyl ester COC(=O)C1=CC2=C(SCC(N2CC2=CC3=C(OCO3)C=C2)=O)C=C1